ClC1=C(C=CC=C1C)N=C=S 2-chloro-1-isothiocyanato-3-methylbenzene